5-(1,4-dioxaspiro[4.5]decane-7-en-8-yl)thiophene-2-carbaldehyde O1CCOC12CC=C(CC2)C2=CC=C(S2)C=O